3a,7a,12a-trihydroxycholestan-26-al O[C@H]1CC2C[C@H]([C@H]3[C@@H]4CC[C@H]([C@@H](CCCC(C=O)C)C)[C@]4([C@H](C[C@@H]3[C@]2(CC1)C)O)C)O